CC1=C2C(=NC(=C1)C=1C=NC=CC1)C(=CS2)C(=O)O 7-methyl-5-(pyridin-3-yl)thieno[3,2-b]Pyridine-3-carboxylic acid